tristyrylphenyl ether ammonium sulfate salt S(=O)(=O)([O-])[O-].[NH4+].C(=CC1=CC=CC=C1)C1=C(C(=C(C=C1)OC1=C(C(=C(C=C1)C=CC1=CC=CC=C1)C=CC1=CC=CC=C1)C=CC1=CC=CC=C1)C=CC1=CC=CC=C1)C=CC1=CC=CC=C1.[NH4+]